(2-(2,6-dioxopiperidin-3-yl)pyridin-3-yl)methyl methanesulfonate CS(=O)(=O)OCC=1C(=NC=CC1)C1C(NC(CC1)=O)=O